The molecule is an amino trisaccharide that is 2-acetamido-2-deoxy-beta-D-glucopyranose in which the hydroxy groups at positions 4 and 6 have been converted into the corresponding 2-acetamido-2-deoxy-beta-D-glucopyranosyl and beta-L-fucopyranosyl derivatives, respectively. It is a member of acetamides, an amino trisaccharide and a glucosamine oligosaccharide. It derives from a N-acetyl-beta-D-glucosaminyl-(1->4)-N-acetyl-beta-D-glucosamine. C[C@H]1[C@H]([C@H]([C@@H]([C@H](O1)OC[C@@H]2[C@H]([C@@H]([C@H]([C@@H](O2)O)NC(=O)C)O)O[C@H]3[C@@H]([C@H]([C@@H]([C@H](O3)CO)O)O)NC(=O)C)O)O)O